R-(1-tert-butoxycarbonyl-pyrrolidine-2-yl)acrylic acid C(C)(C)(C)OC(=O)N1[C@H](CCC1)C(C(=O)O)=C